C(C(=O)O)(=O)O.CC1(CC1)N Methylcyclopropanamine oxalate